(1-naphthyl)(tert-butyl) peroxide C1(=CC=CC2=CC=CC=C12)OOC(C)(C)C